1-(4-vinylbenzyl)-3-butylimidazolyl chloride C(=C)C1=CC=C(CN2C(N(C=C2)CCCC)Cl)C=C1